1-(4-(2-ethyl-3-((4-(4-fluorophenyl)thiazol-2-yl)(methyl)amino)imidazo[1,2-a]pyridin-6-yl)piperazin-1-yl)propan-1-one C(C)C=1N=C2N(C=C(C=C2)N2CCN(CC2)C(CC)=O)C1N(C)C=1SC=C(N1)C1=CC=C(C=C1)F